Tert-Butyl N-(5-oxopentyl)carbamate O=CCCCCNC(OC(C)(C)C)=O